N-Hydroxy-7-azabenzotriazole ON1N=NC2=C1N=CC=C2